(2-{4,4-dimethyl-9-oxo-1,10-diazatricyclo[6.4.0.02,6]dodeca-2(6),7-dien-10-yl}-4-(tetramethyl-1,3,2-dioxaborolan-2-yl)pyridin-3-yl)methyl acetate C(C)(=O)OCC=1C(=NC=CC1B1OC(C(O1)(C)C)(C)C)N1C(C2=CC=3CC(CC3N2CC1)(C)C)=O